N-(ethoxycarbonyl)methyl-3-aminopropyl-methyl-dimethoxysilane C(C)OC(=O)CNCCC[Si](OC)(OC)C